O=C1NC(CCC1C1=CC=C(C(=N1)C)N1CCC(CC1)N1C(CN(CC1)C(=O)OC(C)(C)C)=O)=O tert-butyl 4-(1-(6-(2,6-dioxopiperidin-3-yl)-2-methylpyridin-3-yl) piperidin-4-yl)-3-oxopiperazine-1-carboxylate